ClC1=CC=C(COC=2C=C(OC[C@@H](CNCCO)O)C=CC2)C=C1 (R)-1-(3-((4-Chlorobenzyl)oxy)phenoxy)-3-((2-Hydroxyethyl)amino)propan-2-ol